C(C)(C)(C)OC(=O)N1CCC(CC1)(F)C1=CC(=NC=C1)Cl 4-(2-chloro-4-pyridinyl)-4-fluoro-piperidine-1-carboxylic acid tert-butyl ester